NC1=NC(N(C=C1)[C@H]1C[C@@H]([C@@](O1)(CC)COP(=O)(OC1=CC=CC=C1)N[C@@H](C)C(=O)OC)O)=O Methyl ((((2R,3S,5R)-5-(4-amino-2-oxopyrimidin-1(2H)-yl)-2-ethyl-3-hydroxytetrahydrofuran-2-yl)methoxy) (phenoxy)phosphoryl)-L-alaninate